N-(3-chloro-4-((3,5-dimethyl-4-oxo-3,4-dihydro-quinazolin-6-yl)amino)-5-fluoropyridin-2-yl)propane-1-sulfonamide ClC=1C(=NC=C(C1NC=1C(=C2C(N(C=NC2=CC1)C)=O)C)F)NS(=O)(=O)CCC